1-(1H-benzimidazol-5-ylmethyl)piperidin-2-one N1C=NC2=C1C=CC(=C2)CN2C(CCCC2)=O